FC(OC1=CC=C(C(=O)NN)C=C1)(F)F 4-(trifluoromethoxy)benzoyl-hydrazine